NC(CO)C1CCN(CC1)C=1C(=C(C(=CC1)S(=O)(=O)NC[C@@H](CN)O)S(=O)(=O)N)C=1N=NNN1 4-(4-(1-amino-2-hydroxyethyl)piperidin-1-yl)-N1-((R)-3-amino-2-hydroxypropyl)-3-(2H-tetrazol-5-yl)benzene-1,2-disulfonamide